4-[rac-(3R)-3-(2,4-dichlorophenyl)-2,3-dihydro-1,4-benzodioxin-5-yl]Piperidine ClC1=C(C=CC(=C1)Cl)[C@H]1OC2=C(OC1)C=CC=C2C2CCNCC2 |r|